[C@H]1(CCC2=CC=CC=C12)NC(=O)C1CC2(C1)CC(C2)NC(=O)NCC2=CC=C(C=C2)OC (R)-N-(2,3-dihydro-1H-inden-1-yl)-6-(3-(4-methoxybenzyl)ureido)spiro[3.3]heptane-2-carboxamide